[Na].FC1(OC(OC1(F)F)(C(C(C(C(C(C(F)(F)F)(F)F)(F)F)(F)F)(F)F)(F)F)C(O)(F)F)C(C(C(C(C(C(F)(F)F)(F)F)(F)F)(F)F)(F)F)(F)F perfluoro(2-hydroxymethyl-2,4-di-n-hexyl-1,3-dioxolane) sodium salt